C(C)(=O)NCC1CCN(CC1)CC1=CC(=NC(=C1)C1=CC(=CC(=C1)F)Cl)OC=1C=NC(=NC1)N1CCN(CC1)C(=O)OC(C)(C)C tert-Butyl 4-(5-((4-((4-(acetamidomethyl)piperidin-1-yl)methyl)-6-(3-chloro-5-fluorophenyl)pyridin-2-yl)oxy)pyrimidin-2-yl)piperazine-1-carboxylate